2-benzyl-8,8-dimethyl-7-oxo-2-azaspiro[3.5]non-5-ene-6-carbonitrile C(C1=CC=CC=C1)N1CC2(C1)C=C(C(C(C2)(C)C)=O)C#N